O1CCCC2=CC(=CC=C12)C1=CNC2=NC=C(C=C21)C(=O)NC=2C=NN(C2)C2CCN(CC2)C 3-(chroman-6-yl)-N-(1-(1-methylpiperidin-4-yl)-1H-pyrazol-4-yl)-1H-pyrrolo[2,3-b]pyridine-5-carboxamide